1-(4-(5-(chlorodifluoromethyl)-1,2,4-oxadiazol-3-yl)phenyl)-2-(isoxazol-4-ylmethoxy)ethan-1-one ClC(C1=NC(=NO1)C1=CC=C(C=C1)C(COCC=1C=NOC1)=O)(F)F